Ethyl 2-[4-cyclopropyl-2-[(4-methoxyphenyl) methyl-methyl-amino]-7-oxo-thieno[2,3-d]pyridazin-6-yl]acetate C1(CC1)C=1C2=C(C(N(N1)CC(=O)OCC)=O)SC(=C2)N(C)CC2=CC=C(C=C2)OC